8-(6''-fluoro-3,6-dihydro-2H-[1,2':3',3''-terpyridin]-4-yl)-[1,2,4]triazolo[4,3-a]pyridin FC1=CC=C(C=N1)C=1C(=NC=CC1)N1CCC(=CC1)C=1C=2N(C=CC1)C=NN2